C(C)(C)(C)OC(=O)N1C=2C(OCC1)=[N+](C(=C(C2)CC2=CC=C(C=C2)F)C)[O-] 1-(tert-butoxycarbonyl)-7-(4-fluorobenzyl)-6-methyl-2,3-dihydro-1H-pyrido[2,3-b][1,4]oxazine 5-oxide